COC(C1=C(C=CC(=C1)C#N)SC(F)(F)F)=O 5-cyano-2-(trifluoromethylthio)benzoic acid methyl ester